F[C@@H]1CN(CC1)CC1=CC=C(C=C1)B1OC(C(O1)(C)C)(C)C (3S)-3-fluoro-1-[[4-(4,4,5,5-tetramethyl-1,3,2-dioxaborolan-2-yl)phenyl]methyl]pyrrolidine